P(=O)(O)(O)OC[C@H](N(CC1CO1)CC1CO1)C(=O)O diglycidyl-serine phosphate